nonyl 8-((2-((tert-butyldimethylsilyl)oxy)ethyl)amino)octanoate [Si](C)(C)(C(C)(C)C)OCCNCCCCCCCC(=O)OCCCCCCCCC